5-methyltetrahydrofolic acid-13C5 CN1C=2C(NC(=NC2NCC1CNC1=CC=C(C(N[13C@@H]([13CH2][13CH2][13C](=O)O)[13C](=O)O)=O)C=C1)N)=O